FC([C@H](NC1=CC=C(C=C1)C1=CC2=C(N=CN=C2N2CCOCC2)N1)[C@@H]1CN(CC1)C1CCN(CC1)C(C=C)=O)(F)F 1-(4-((S)-3-((R)-2,2,2-trifluoro-1-((4-(4-morpholino-7H-pyrrolo[2,3-d]pyrimidin-6-yl)phenyl)amino)ethyl)pyrrolidin-1-yl)piperidin-1-yl)prop-2-en-1-one